1-cyano-1-(t-butylazo)cyclohexane tert-butyl-(3aR,5R,7aR)-5-methyloctahydro-1H-pyrrolo[2,3-c]pyridine-1-carboxylate C(C)(C)(C)OC(=O)N1CC[C@H]2[C@@H]1CN[C@@H](C2)C.C(#N)C2(CCCCC2)N=NC(C)(C)C